NC1=NC(=C(C=2N1N=C(N2)CC2=NC=CC=C2)C2=CC=NN2CC)C2=C(C#N)C=CC=C2 (5-amino-8-(1-ethyl-1H-pyrazol-5-yl)-2-(pyridin-2-ylmethyl)-[1,2,4]triazolo[1,5-c]pyrimidin-7-yl)benzonitrile